C(C)N1CC(C1)CN(C(=O)NCC1=CC=C(C=C1)OCC(C)C)CC1=CC=C(C=C1)F 1-((1-ethylazetidin-3-yl)methyl)-1-(4-fluorobenzyl)-3-(4-isobutoxybenzyl)urea